N1=CC(=CC=C1)NS(=O)(=O)CCl N-(3-pyridyl)chloromethylsulfonamide